NC1=CC(N(C(N1C)=O)CC1=NC(=NO1)CCC1=CC=C(C=C1)Cl)=O 6-amino-3-((3-(4-chlorophenethyl)-1,2,4-oxadiazol-5-yl)methyl)-1-methylpyrimidine-2,4(1H,3H)-dione